CC1=C(C=2N(C=C1C=1NC3=CC=C(C=C3C1C(C)C)C1CC(C1)N(CCS(=O)(=O)C)C)N=CN2)C 3-(2-(7,8-Dimethyl-[1,2,4]triazolo[1,5-a]pyridin-6-yl)-3-isopropyl-1H-indol-5-yl)-N-methyl-N-(2-(methylsulfonyl)ethyl)cyclobutan-1-amin